O=C1NC(CCC1N1C(C2=CC=C(C=C2C1=O)OCCOCCOCCC(=O)O)=O)=O 3-[2-(2-[[2-(2,6-dioxopiperidin-3-yl)-1,3-dioxoisoindol-5-yl]oxy]ethoxy)ethoxy]propanoic acid